C(C)(=O)O[C@@H]1CC2=CC[C@H]3[C@H]4[C@](CC[C@@H]3[C@]2(CC1)C)(C(CC4)[C@H](C)CCCC(C)(C)O)C (3aS,3bS,7S,9aR,9bS,11aR)-1-[(2R)-6-Hydroxy-6-methylheptan-2-yl]-9a,11a-dimethyl-2,3,3a,3b,4,6,7,8,9,9a,9b,10,11,11a-tetradecahydro-1H-cyclopenta[1,2-i]phenanthren-7-yl acetate